6-bromo-5-methoxy-1-methylpyridin-2(1H)-one BrC1=C(C=CC(N1C)=O)OC